O1N=CC=2CN(CCC21)C(=O)[O-] 6,7-dihydroisoxazolo[4,5-c]pyridine-5(4H)-carboxylate